2-(4-Chlorobenzyl)-4-phenylimidazole ClC1=CC=C(CC=2NC=C(N2)C2=CC=CC=C2)C=C1